C(C)(C)(C)OC(=O)N[C@@H](CC1=CC=C(C=C1)O)C(=O)O N-t-butoxycarbonyl-L-Tyrosine